4-(p-tolyl)-1-(trifluoromethyl)pyrazole C1(=CC=C(C=C1)C=1C=NN(C1)C(F)(F)F)C